N1(CCCC1)C1=CC=C(C=C1)NC=1C2=C(N=CN1)NC=C2 N-(4-(pyrrolidin-1-yl)phenyl)-7H-pyrrolo[2,3-d]pyrimidin-4-amine